S(=O)(=O)(O)C1=CC=C(C)C=C1.C(C=C)(=O)N acrylamide tosylate salt